8-Methylthioguanosine CC=1N([C@H]2[C@H](S)[C@H](O)[C@@H](CO)O2)C=2N=C(NC(C2N1)=O)N